6-(4-(3-Chlorophenyl)-2-(trifluoromethyl)-1H-imidazol-5-yl)-[1,2,4]triazolo[1,5-a]pyridine ClC=1C=C(C=CC1)C=1N=C(NC1C=1C=CC=2N(C1)N=CN2)C(F)(F)F